N1=C(C=CC2=CC=CN=C12)C(C)N1C[C@@H](N(C[C@H]1CC)C=1C=2C(N(C(C1)=O)C)=CN(N2)C2OCCCC2)CC 7-((2S,5R)-4-(1-(1,8-naphthyridin-2-yl)ethyl)-2,5-diethylpiperazin-1-yl)-4-methyl-2-(tetrahydro-2H-pyran-2-yl)-2,4-dihydro-5H-pyrazolo[4,3-b]pyridin-5-one